ClC1=C(C=CC=C1)CC(=O)NC1=CC(=C(C=C1)C1=CN=C(S1)C)S(N)(=O)=O 2-(2-chlorophenyl)-N-[4-(2-methyl-1,3-thiazol-5-yl)-3-sulfamoylphenyl]acetamide